NC=1C=C(C(=O)NC2=C(C(=CC=C2)Cl)F)C=CC1C 3-amino-N-(3-chloro-2-fluorophenyl)-4-methylbenzamide